(1-(2,5-difluoro-4-(methoxymethoxy)phenyl)-1H-1,2,3-triazol-4-yl)methanol FC1=C(C=C(C(=C1)OCOC)F)N1N=NC(=C1)CO